C(C)(C)C1=CC=C(C=N1)NC(=O)C1=CC2=C(NC(=N2)C2=CC=C(C=C2)N(C)C)C=C1 2-(4-dimethylamino-phenyl)-1H-benzimidazole-5-carboxylic acid (6-isopropylpyridin-3-yl)-amide